sodium (2Z)-4-[(4-aminophenyl)amino]-4-oxo-2-butenoate NC1=CC=C(C=C1)NC(\C=C/C(=O)[O-])=O.[Na+]